CN1N(C(=NN1)CCl)C1=CC(=C(C=C1)C)C methyl-5-(chloromethyl)-1-(3,4-dimethylphenyl)-1H-tetrazole